2-[[(butylthio)thiomethoxymethyl]thio]propionic acid C(CCC)SSCOCSC(C(=O)O)C